O1CCN(CC1)C=1SC=C(N1)C(=O)O morpholinothiazole-4-carboxylic acid